C(CCC)[C@@H]1N[C@H](C2=CC=C(C=C2C1)OC)C1=CC=C(C=C1)F (1S,3S)-3-butyl-1-(4-fluorophenyl)-6-methoxy-1,2,3,4-tetrahydroisoquinoline